N-methoxy-N-methyl-1,4-dioxane-2-carboxamide CON(C(=O)C1OCCOC1)C